1-(6Z,9Z,12Z,15Z-octadecatetraenoyl)-2-(5Z,8Z,11Z,14Z-eicosatetraenoyl)-glycero-3-phosphoserine CCCCC/C=C\C/C=C\C/C=C\C/C=C\CCCC(=O)O[C@H](COC(=O)CCCC/C=C\C/C=C\C/C=C\C/C=C\CC)COP(=O)(O)OC[C@@H](C(=O)O)N